4-(propane-1-yn-1-yl)-1H-indazole-7-carboxylic acid Methyl ester COC(=O)C=1C=CC(=C2C=NNC12)C#CC